(S)-4-(((S)-3-fluoro-2-methoxypropyl)(4-(5,6,7,8-tetrahydro-1,8-naphthyridin-2-yl)butyl)amino)-2-(1-(3-fluoro-5-methylpyridin-4-yl)cyclopropane-1-carboxamido)butanoic acid FC[C@H](CN(CC[C@@H](C(=O)O)NC(=O)C1(CC1)C1=C(C=NC=C1C)F)CCCCC1=NC=2NCCCC2C=C1)OC